NC=1N=NC(=CC1N1C[C@H]2CCC(C1)N2C2=CC(=NC=C2)OC2CC(C2)OC=2C=CC(=NC2)C=CCO)C2=C(C=CC=C2)OCOC 3-[5-[(1r,3r)-3-[[4-(3-[3-amino-6-[2-(methoxymethoxy)phenyl]pyridazin-4-yl]-3,8-diazabicyclo[3.2.1]octan-8-yl)pyridin-2-yl]oxy]cyclobutoxy]pyridin-2-yl]prop-2-en-1-ol